2-[[6,7-Dichloro-3-(1-tetrahydropyran-2-ylpyrazol-4-yl)-1H-indol-4-yl]oxy]propanenitrile ClC1=CC(=C2C(=CNC2=C1Cl)C=1C=NN(C1)C1OCCCC1)OC(C#N)C